ClC(=O)C=1C=C2C=3C=C(C=CC3N(C2=CC1)CC)S(=O)(=O)O 6-(chlorocarbonyl)-9-ethyl-9H-carbazole-3-sulfonic acid